3-fluoro-N-(4-(4-((3-hydroxy-3-methylbutyl)sulfonyl)bicyclo[2.2.2]octan-1-yl)phenyl)-5,7-dihydro-6H-pyrrolo[3,4-b]pyridine-6-carboxamide FC=1C=C2C(=NC1)CN(C2)C(=O)NC2=CC=C(C=C2)C21CCC(CC2)(CC1)S(=O)(=O)CCC(C)(C)O